2-(3-acetyl-6-(pyrimidin-5-yl)-1H-indol-1-yl)-N-(2-((3-chloro-2-fluorobenzyl)amino)-2-oxoethyl)-N-cyclopropylacetamide C(C)(=O)C1=CN(C2=CC(=CC=C12)C=1C=NC=NC1)CC(=O)N(C1CC1)CC(=O)NCC1=C(C(=CC=C1)Cl)F